1-methyl-6-nitroisatoic anhydride CC12C(=O)OC(NC1C=CC=C2[N+](=O)[O-])=O